FC1=C(CN2C(N(C3=NC(=NC=C3C2)SC)C)=O)C=CC(=C1)F 3-(2,4-difluorobenzyl)-1-methyl-7-(methylthio)-3,4-dihydropyrimido[4,5-d]pyrimidin-2(1H)-one